(3-(6-cyano-1-((1-methyl-1H-imidazol-4-yl)methyl)-1H-indol-3-yl)prop-2-yn-1-yl)carbamic acid tert-butyl ester C(C)(C)(C)OC(NCC#CC1=CN(C2=CC(=CC=C12)C#N)CC=1N=CN(C1)C)=O